OC1C(CCC1)O 1,2-dihydroxycyclopentane